(Z)-methyl N-(3,6-dichloro-2-methoxybenzoyl)oxybenzimidothioate ClC=1C(=C(C(=O)O\N=C(\C2=CC=CC=C2)/SC)C(=CC1)Cl)OC